5-(hydroxymethyl)-2-methoxybenzonitrile OCC=1C=CC(=C(C#N)C1)OC